C1(=CC=CC=C1)C1(C(C=CC=C1)C)C#N 2-phenyl-2-toluonitrile